2-(4-(tert-Butyl)oxazol-2-yl)-7-azaspiro[3.5]nonane C(C)(C)(C)C=1N=C(OC1)C1CC2(C1)CCNCC2